O=C1NC(CCC1N1C(C2=CC=CC(=C2C1)OCCCCCCCCN1CCN(CC1)C1=CC=C(N=N1)C(=O)N1CCC(CC1)CCCCNC(\C=C\C=1C=NC=CC1)=O)=O)=O (E)-N-(4-(1-(6-(4-(8-((2-(2,6-dioxopiperidin-3-yl)-1-oxoisoindolin-4-yl)oxy)octyl)piperazin-1-yl)pyridazine-3-carbonyl)piperidin-4-yl)butyl)-3-(pyridin-3-yl)acrylamide